O1C(=C(C(=C1[2H])[2H])[2H])C(=O)O[2H] furoic acid-d4